CC1(OB(OC1(C)C)C1=C2C=CNC2=CC=C1)C 4-(4,4,5,5-tetramethyl-1,3,2-dioxaborolan-2-yl)-1H-indole